2-methoxy-1,3-dioxan COC1OCCCO1